methyl-(carbanylamide) C[N-]C